CC=1C=CC2=C(CC(CC=3N2C(=NN3)[C@@H]3CC[C@H](CC3)OC3=NC=CC=C3)NC(C)C)C1 8-methyl-N-(propan-2-yl)-1-[trans-4-(pyridin-2-yloxy)cyclohexyl]-5,6-dihydro-4H-[1,2,4]triazolo[4,3-a][1]benzazepine-5-amine